[N+](=O)([O-])C1=CC=C(C=C1)C1=NC(=CC2=C1NC1=CC=CC=C21)C(=O)N 1-(4-nitrophenyl)-9H-pyrido[3,4-b]indole-3-carboxamide